ClC1=C2C=CNC2=CC(=C1)NC(=O)NCC1=CC(=NC(=C1)C)Cl 1-(4-chloro-1H-indol-6-yl)-3-((2-chloro-6-methylpyridin-4-yl)methyl)urea